(E)-6-bromo-3-(3-(4-methoxyphenyl)acryloyl-4,5-dihydro-1H-pyrazol-3-yl)-4-methylquinolin-2(1H)-one BrC=1C=C2C(=C(C(NC2=CC1)=O)C1=NN(CC1)C(\C=C\C1=CC=C(C=C1)OC)=O)C